N-(4-(aminomethyl)phenyl)-2-ethylthiazole NCC1=CC=C(C=C1)N1C(SC=C1)CC